(1-(3,3-difluorocyclobutyl)ethan-1-oxy)-2,2-difluoro-7-(trifluoromethylthio)-2,3-dihydro-1H-inden-1-ol FC1(CC(C1)C(C)OC1(C(CC2=CC=CC(=C12)SC(F)(F)F)(F)F)O)F